zinc copper [Cu].[Zn]